3-ethyl-3-(methacryloxymethyl)oxetane C(C)C1(COC1)COC(C(=C)C)=O